(2R,3S,4S,5R)-N-(6-(((tert-butyldimethylsilyl)oxy)methyl)pyridazin-4-yl)-3-(3,4-difluoro-2-methoxyphenyl)-4,5-dimethyl-5-(trifluoromethyl)tetrahydrofuran-2-carboxamide [Si](C)(C)(C(C)(C)C)OCC1=CC(=CN=N1)NC(=O)[C@@H]1O[C@]([C@H]([C@H]1C1=C(C(=C(C=C1)F)F)OC)C)(C(F)(F)F)C